[N+](=O)([O-])C=1C=CC2=C(C(=N[C@H](C=3N2C(=NN3)SCCN)CCC(=O)OC)C3=C(C=CC=C3)F)C1 methyl (S)-3-(8-nitro-6-(2-fluorophenyl)-1-((2-aminoethyl)thio)-4H-benzo[f][1,2,4]triazolo[4,3-a][1,4]diazepin-4-yl)propionate